N1(N=CC=C1)CC1=CC2=C(C(=NO2)NS(=O)(=O)C2=CC(=CC=C2)N2C[C@@H]3CNC[C@H]3C2)C(=C1)OC N-(6-((1H-Pyrazol-1-yl)methyl)-4-methoxybenzo[d]isoxazol-3-yl)-3-((3aS,6aS)-hexahydropyrrolo[3,4-c]pyrrol-2(1H)-yl)benzenesulfonamide